C(C)N(C(=O)C1=C(OC=2N=CN=C(C21)NC2(CC2)C)C)CC2=CC(=CC=C2)OC N-ethyl-N-[(3-methoxyphenyl)methyl]-6-methyl-4-[(1-methylcyclopropyl)amino]furo[2,3-d]pyrimidine-5-carboxamide